COC(=O)C1=CC=C2C=C(NC2=C1)C=1N=NC=C(C1N1CCC(CC1)N)C1=CC(=CC(=C1)C)F 2-[4-(4-aminopiperidin-1-yl)-5-(3-fluoro-5-methylphenyl)pyridazin-3-yl]-1H-indole-6-carboxylic acid methyl ester